tert-butyl (1R,5S)-3-(2,7-dichloro-8-fluoropyrido[4,3-d]pyrimidin-4-yl)-1-{[(2H3)methyloxy]methyl}-3,8-diazabicyclo[3.2.1]octane-8-carboxylate ClC=1N=C(C2=C(N1)C(=C(N=C2)Cl)F)N2C[C@]1(CC[C@@H](C2)N1C(=O)OC(C)(C)C)COC([2H])([2H])[2H]